3,4-difluoro-1-(3'-(diphenylamino)-[1,1'-biphenyl]-4-yl)-2-pyrrolecarboxaldehyde FC1=C(N(C=C1F)C1=CC=C(C=C1)C1=CC(=CC=C1)N(C1=CC=CC=C1)C1=CC=CC=C1)C=O